4-Amino-8-[3-fluoro-6-(hydroxymethyl)-2-pyridyl]-2-oxo-N-propyl-1H-quinoline-3-carboxamide NC1=C(C(NC2=C(C=CC=C12)C1=NC(=CC=C1F)CO)=O)C(=O)NCCC